C(CCCCC)OCCCN1C=[N+](C=C1)CCCOCCCCCC 1,3-bis(3-hexoxypropyl)imidazolium